OC1=CC=C(C=C1)C[C@@H](C(N1[C@@H](CCC1)C(N[C@@H](CC1=NC=CC=C1)C1=CC=CC=C1)=O)=O)NC(OC(C)(C)C)=O tert-Butyl (S)-3-(4-hydroxyphenyl)-1-oxo-1-((S)-2-((S)-1-phenyl-2-(pyridin-2-yl)ethylcarbamoyl)pyrrolidin-1-yl)propan-2-ylcarbamate